ClC1=CC=C(C=C1)C1=N[C@H](C=2N(C3=C1C(=C(S3)C#CC3=CC=C(C=N3)CCCCOC3=C1C(N(C(C1=CC=C3)=O)C3C(NC(CC3)=O)=O)=O)C)C(=NN2)C)C 4-(4-(6-(((S)-4-(4-chlorophenyl)-3,6,9-trimethyl-6H-thieno[3,2-f][1,2,4]triazolo[4,3-a][1,4]diazepin-2-yl)ethynyl)pyridin-3-yl)butoxy)-2-(2,6-dioxopiperidin-3-yl)isoindoline-1,3-dione